ON=C(CCC1=CC=NC=C1)N N'-hydroxy-3-pyridin-4-yl-propionamidine